ethyl-tetrabutylammonium bromide [Br-].C(C)C(CCC)[N+](CCCC)(CCCC)CCCC